2-((1r,2r)-2-aminocyclohexyl)-N-benzyl-3,5-dichlorothieno[3,2-b]pyridin-7-amine N[C@H]1[C@@H](CCCC1)C1=C(C2=NC(=CC(=C2S1)NCC1=CC=CC=C1)Cl)Cl